C1(CC1)N1C=CC2=C1N=C(N=C2)N2CCC(CC2)N 1-(7-cyclopropyl-7H-pyrrolo[2,3-d]pyrimidin-2-yl)piperidin-4-amine